C12(CC(C1)C2)NC(OC[C@H]2O[C@@H]([C@@H]([C@H]([C@H]2O)O)O)OC[C@@H]([C@@H]([C@@H](CCCCCCCCCCCCCC)O)O)NC(=O)OC(C)(C)C)=O ((2R,3R,4S,5R,6S)-6-(((2S,3S,4R)-2-((tert-butoxycarbonyl)amino)-3,4-dihydroxyoctadecyl)oxy)-3,4,5-trihydroxytetrahydro-2H-pyran-2-yl)methyl bicyclo[1.1.1]pentan-1-ylcarbamate